C(C1=CC=CC=C1)OC1=NC(=NC2=CC=C(C=C12)C=O)N1CCSC2=C(C1)C=CC=C2 4-(Benzyloxy)-2-(2,3-dihydro-1,4-benzothiazepin-4(5H)-yl)quinazoline-6-carbaldehyde